C(=O)O.ClC=1C=C2C(=NN=C(C2=CC1N(C[C@@H]1N(CCC1)C)C)N[C@H](C)C=1C(=C(C#N)C=CC1)C)C 3-((R)-1-((6-chloro-4-methyl-7-(methyl(((R)-1-methylpyrrolidin-2-yl)methyl)amino)phthalazin-1-yl)amino)ethyl)-2-methylbenzonitrile formic acid salt